N-[(3-{2-[(6-methoxy-2-methyl-1,2,3,4-tetrahydroisoquinolin-7-yl)amino]quinazolin-7-yl}phenyl)methyl]acetamide COC=1C=C2CCN(CC2=CC1NC1=NC2=CC(=CC=C2C=N1)C=1C=C(C=CC1)CNC(C)=O)C